ClC1=CC2=C(N(C(N=C2N2[C@H](CN([C@@H](C2)C)C(C=C)=O)C)=O)C=2C(=NC=CC2CC)C(C)C)N=C1C1=C(C=CC=C1)F 6-Chloro-4-[(2S,5R)-2,5-dimethyl-4-prop-2-enoyl-piperazin-1-yl]-1-(4-ethyl-2-isopropyl-3-pyridyl)-7-(2-fluoro-phenyl)pyrido[2,3-d]pyrimidin-2-one